FCC1(CC1)NC1CN(CC1)C=1N=NC(=CC1)C1=C(C=C(C=C1)C1=CN=NC(=C1)OC)OCOC N-[1-(fluoromethyl)cyclopropyl]-1-{6-[2-(methoxymethoxy)-4-(6-methoxypyridazin-4-yl)phenyl]pyridazin-3-yl}pyrrolidin-3-amine